(2S)-2-(3-(5-amino-6-methoxypyridin-3-yl)piperidin-1-yl)-N-(5-chloropyridin-2-yl)propionamide NC=1C=C(C=NC1OC)C1CN(CCC1)[C@H](C(=O)NC1=NC=C(C=C1)Cl)C